7-Acetylspiro[1,3-benzodioxol-2,4'-tetrahydrothiopyran]-4-ol C(C)(=O)C1=CC=C(C2=C1OC1(CCSCC1)O2)O